benzyl (R)-2-(6-ethyl[1,3]thiazolo[4,5-b]pyridin-2-yl)pyrrolidine-1-carboxylate C(C)C=1C=C2C(=NC1)N=C(S2)[C@@H]2N(CCC2)C(=O)OCC2=CC=CC=C2